C(C)(C)OC(=O)Cl Iso-Propylchloroformate